COC=1C=C(C=CC1OC)C1=NC=2C(=NC(=CC2)C2=CC=C(C=C2)N2CCN(CC2)C(C)C)N1C 2-(3,4-dimethoxyphenyl)-5-(4-(4-isopropylpiperazin-1-yl)phenyl)-3-methyl-3H-imidazo[4,5-b]pyridine